C(C)(C)(C)N=C=NCC N-(tert-butyl)-N'-ethylcarbodiimide